(1,3-bis(diphenyl-phosphino)propane) palladium [Pd].C1(=CC=CC=C1)P(CCCP(C1=CC=CC=C1)C1=CC=CC=C1)C1=CC=CC=C1